FC(C=1C=C(C=CC1F)N1C(=NOC1=O)C1=NON=C1[N+](=O)[O-])F 4-(3-difluoromethyl-4-fluorophenyl)-3-(4-nitro-1,2,5-oxadiazol-3-yl)-1,2,4-oxadiazol-5(4H)-one